FC=1C(=C(C=CC1)N1CCN(CC1)C[C@@H](CCNC(=O)N1CC=2C(CC1)=CN(N2)C)O)OC (R)-N-(4-(4-(3-Fluoro-2-methoxyphenyl)piperazin-1-yl)-3-hydroxybutyl)-2-methyl-2,4,5,7-tetrahydro-6H-pyrazolo[3,4-c]pyridine-6-carboxamide